(4-amino-3,5-difluorophenyl)(8-(1,2-dimethyl-6-(trifluoromethyl)-1H-benzo[d]imidazol-5-yl)-2-ethylimidazo[1,2-a]pyridin-3-yl)methanone NC1=C(C=C(C=C1F)C(=O)C1=C(N=C2N1C=CC=C2C2=CC1=C(N(C(=N1)C)C)C=C2C(F)(F)F)CC)F